3-(2-ethyl-1-methyl-6-(trifluoromethyl)-1H-benzo[d]imidazol-5-yl)aniline C(C)C1=NC2=C(N1C)C=C(C(=C2)C=2C=C(N)C=CC2)C(F)(F)F